ClC1=CN=C(C=C1C(=O)OC)N1C(CCC1)=O methyl 5-chloro-2-(2-oxopyrrolidin-1-yl)isonicotinate